O[C@]([C@H](/C=C/[C@@H]([C@H](C=O)\C(\C)=C\C=C\[C@@H](COC(=O)OC)C)C)OC(=O)N1CCN(CC1)C)(CC[C@@H](CC=O)O)C 4-methylpiperazine-1-carboxylic acid [(2s,3s,4e,6s,7s,10s)-7,10-dihydroxy-2-[(2e,4e,6s)-7-methoxycarbonyloxy-6-methylhept-2,4-dien-2-yl]-3,7-dimethyl-12-oxo-1-oxododec-4-en-6-yl] ester